4-[9-(4-chloro-2-fluoro-phenyl)-2,3-dimethyl-4-oxo-pyrazino[1,2-a]pyrimidin-7-yl]tetrahydropyran-2-carboxylate ClC1=CC(=C(C=C1)C1=NC(=CN2C1=NC(=C(C2=O)C)C)C2CC(OCC2)C(=O)[O-])F